C(C)(C)OC1CC(C1)N1N=C(C(=C1)NC(=O)C=1OC(=CC1)C=1C=NNC1)C1=NC=CC=C1 N-(1-((1s,3s)-3-isopropoxycyclobutyl)-3-(pyridin-2-yl)-1H-pyrazol-4-yl)-5-(1H-pyrazol-4-yl)furan-2-carboxamide